pyrrole bis(trifluoromethanesulfonyl)imide salt [N-](S(=O)(=O)C(F)(F)F)S(=O)(=O)C(F)(F)F.N1C=CC=C1